4-[[(7S)-1-[2-[(1S)-1-(2,2-difluoro-1,3-benzodioxol-5-yl)ethoxy]-4-pyridinyl]-3-(trifluoromethyl)-4,5,6,7-tetrahydroindazol-7-yl]amino]benzoic acid FC1(OC2=C(O1)C=CC(=C2)[C@H](C)OC2=NC=CC(=C2)N2N=C(C=1CCC[C@@H](C21)NC2=CC=C(C(=O)O)C=C2)C(F)(F)F)F